6-(5-((cyclopropylamino)carbonyl)-3-fluoro-2-methylphenyl)-N-(2,2-dimethylpropyl)-3-pyridinecarboxamide C1(CC1)NC(=O)C=1C=C(C(=C(C1)C1=CC=C(C=N1)C(=O)NCC(C)(C)C)C)F